taxadienone CC1=C2CC[C@@]3(CCC=C([C@H]3C(=O)[C@@H](C2(C)C)CC1)C)C